4-methyl-4-(4-nitrophenyl)-2,6-dioxopiperidine-3,5-dicarbonitrile CC1(C(C(NC(C1C#N)=O)=O)C#N)C1=CC=C(C=C1)[N+](=O)[O-]